(2,2,2-trifluoro-1-(2'-fluoro-2-hydroxy-4'-(methylsulfonyl)-[1,1'-biphenyl]-4-yl)ethyl)-L-leucine methyl ester COC([C@@H](NC(C(F)(F)F)C1=CC(=C(C=C1)C1=C(C=C(C=C1)S(=O)(=O)C)F)O)CC(C)C)=O